ethyl 2-chloro-4-morpholinopyrrolo[2,1-f][1,2,4]triazine-6-carboxylate ClC1=NN2C(C(=N1)N1CCOCC1)=CC(=C2)C(=O)OCC